BrC1=C(N=C2N(C1=O)CCCC2)C=2C=NC(=CC2)C(C)(C)C 3-bromo-2-(6-tert-butylpyridin-3-yl)-4H,6H,7H,8H,9H-pyrido[1,2-a]pyrimidin-4-one